Undecyl 4-bromobutyrate BrCCCC(=O)OCCCCCCCCCCC